7-chloro-4,6-difluoro-1-benzofuran ClC1=C(C=C(C=2C=COC21)F)F